BrC1=C(CC(CNC(OC(C)(C)C)=O)CN2C(C3=CC=CC=C3C2=O)=O)C=CC=C1 tert-butyl (2-(2-bromobenzyl)-3-(1,3-dioxoisoindolin-2-yl)propyl)carbamate